4-phenylpiperazin-1-ium C1(=CC=CC=C1)N1CC[NH2+]CC1